OCCNC(O[C@@H]1CC[C@H](CC1)C(N(C1=CC(=CC=C1)C=1C=NN(C1)C1CC1)C[C@@H]1CC[C@H](CC1)C1=CC(=C(C=C1)OC)C#N)=O)=O trans-4-(((trans-4-(3-Cyano-4-methoxy-phenyl)cyclohexyl)-methyl)(3-(1-cyclopropyl-1H-pyrazol-4-yl)phenyl)carbamoyl)cyclohexyl (2-hydroxyethyl)-carbamate